4-(4,5,6,7-tetrahydro-1H-benzo[d]imidazol-1-yl)pyridin-2-amine N1(C=NC2=C1CCCC2)C2=CC(=NC=C2)N